methyl 5-bromo-1-(4-(trifluoromethyl) benzyl)-1H-benzo[d]imidazole-7-carboxylate BrC1=CC2=C(N(C=N2)CC2=CC=C(C=C2)C(F)(F)F)C(=C1)C(=O)OC